N-ethyl-3-methoxy-4-{[3-(4-{[(1R,4R)-4-{2-oxa-6-azaspiro[3.3]heptan-6-yl}cyclohexyl]amino}-1-(2,2,2-trifluoro-ethyl)-1H-indol-2-yl)prop-2-yn-1-yl]amino}benzamide C(C)NC(C1=CC(=C(C=C1)NCC#CC=1N(C2=CC=CC(=C2C1)NC1CCC(CC1)N1CC2(COC2)C1)CC(F)(F)F)OC)=O